Cl.N1(CCNCCC1)C=1C=NN2C1C=CC(=C2)C=2C=NN(C2)C 3-(1,4-diazepan-1-yl)-6-(1-methyl-1H-pyrazol-4-yl)pyrazolo[1,5-a]pyridine hydrochloride salt